2-chloro-5-(2,2-dimethylpropyl-1,1-d2)-4-(methyl-d3)pyridine ClC1=NC=C(C(=C1)C([2H])([2H])[2H])C(C(C)(C)C)([2H])[2H]